(2-amino-3-((tetrahydro-2H-pyran-4-yl)oxy)pyridin-4-yl)methanol NC1=NC=CC(=C1OC1CCOCC1)CO